The molecule is an amino alcohol that is 2-amino-propane-1-ol in which one of the hydroxyl hydrogens is replaced by a hexedecyl group (the S-enantiomer). It is an amino alcohol and an ether. CCCCCCCCCCCCCCCCOC[C@H](CO)N